2-methyl-N-phenylquinazoline-4-carboxamide CC1=NC2=CC=CC=C2C(=N1)C(=O)NC1=CC=CC=C1